6-bromo-1-(4-methanesulfonylphenyl)-1H-pyrrolo[2,3-b]pyridine BrC1=CC=C2C(=N1)N(C=C2)C2=CC=C(C=C2)S(=O)(=O)C